Gadolinium-iron-bismuth [Bi].[Fe].[Gd]